t-Butyl (R)-8-((tetrahydrofuran-3-yl)amino)-3,4-dihydroisoquinoline-2(1H)-carboxylate O1C[C@@H](CC1)NC=1C=CC=C2CCN(CC12)C(=O)OC(C)(C)C